C(#N)CC1=CC=C(CN2N=CC(=C2COC)C(=O)OC)C=C1 methyl 1-(4-(cyanomethyl) benzyl)-5-(methoxymethyl)-1H-pyrazole-4-carboxylate